FC=1C=C(C(=O)NC2=CC=C(C=C2)C(F)(F)F)C=C(C1OC)C=O 3-fluoro-5-formyl-4-methoxy-N-(4-(trifluoromethyl)phenyl)benzamide